(1S,3S)-3-(5-((4-(ethylamino)-5-(trifluoromethyl)pyrimidin-2-yl)amino)-1H-pyrazol-1-yl)cyclobutanol Selenolinevalerate [Se]1C(=CCC1)CCCCC(=O)OC1CC(C1)N1N=CC=C1NC1=NC=C(C(=N1)NCC)C(F)(F)F